C(=C)(C)C=1OCC(N1)(C)C 2-Isopropenyl-4,4-dimethyl-2-oxazoline